2,5-Dimethoxy-4-trifluoromethylamphetamine COC1=C(CC(N)C)C=C(C(=C1)C(F)(F)F)OC